4-(1H-imidazol-1-yl)but-2-enoic acid N1(C=NC=C1)CC=CC(=O)O